3,6-Dimethyl-benzoic anhydride CC=1C=C(C(=O)OC(C2=CC(=CC=C2C)C)=O)C(=CC1)C